(4R)-4-methyl-2-(1-methylpyrazolo[3,4-b]pyridin-4-yl)-6-(2-piperazin-1-ylethoxy)-3,4-dihydro-1H-isoquinoline C[C@H]1CN(CC2=CC=C(C=C12)OCCN1CCNCC1)C1=C2C(=NC=C1)N(N=C2)C